P(=O)(OC1=C(C=CC=C1C)C)([O-])[O-] dl-2,6-dimethylphenyl phosphate